1-((2S)-2-fluorocyclopropyl)-8-methoxy-6-fluoro-1,4-dihydro-7-(3-hydroxypyrrolidinyl)-4-oxo-3-quinolinecarboxylic acid F[C@@H]1C(C1)N1C=C(C(C2=CC(=C(C(=C12)OC)N1CC(CC1)O)F)=O)C(=O)O